ClC1=CC2=C(N(C(N=C2N2[C@H](CN(CC2)C(C=C)=O)C)=O)C=2C(=NC=CC2C(C)C)C)N=C1C1=C(C=CC=C1O)F 6-chloro-7-(2-fluoro-6-hydroxy-phenyl)-1-(2-methyl-4-(2-propanyl)-3-pyridinyl)-4-((2S)-2-methyl-4-(2-propenoyl)-1-piperazinyl)pyrido[2,3-d]pyrimidin-2(1H)-one